3-{[9-Fluoro-2-(3-methoxyphenyl)[1,2,4]triazolo[1,5-c]quinazolin-5-yl]amino}pyrrolidin-2-one FC1=CC=2C=3N(C(=NC2C=C1)NC1C(NCC1)=O)N=C(N3)C3=CC(=CC=C3)OC